1,2,3,4,6-penta-O-acetyl-alpha-D-glucopyranose C(C)(=O)O[C@@H]1[C@H](OC(C)=O)[C@@H](OC(C)=O)[C@H](OC(C)=O)[C@H](O1)COC(C)=O